C(#N)C(CNC=1C(=CC=C2C=CC(=CC12)C=1N=C(SC1)C(=O)NC1CCN(CC1)C)COC)=C 4-{8-[(2-cyano-2-methylideneethyl)amino]-7-(methoxymethyl)naphthalen-2-yl}-N-(1-methylpiperidin-4-yl)-1,3-thiazole-2-carboxamide